1-[2-butyl-1-[(5-chloropyrimidin-2-yl)methyl]imidazol-4-yl]-N-methoxy-methanimine C(CCC)C=1N(C=C(N1)C=NOC)CC1=NC=C(C=N1)Cl